CC=1C=CC(=NC1)O[C@@H]1CN(CC1)C=1C(=NC(=CC1)C1=C(C=CC=C1)C)CCO (S)-2-(3-(3-(5-methylpyridin-2-yloxy)pyrrolidin-1-yl)-6-o-tolylpyridin-2-yl)ethanol